(1S)-1-(3-chlorophenyl)-2-[(3S,4S)-3-[(4-methanesulfonylphenoxy)methyl]-4-methylpyrrolidin-1-yl]ethan-1-ol ClC=1C=C(C=CC1)[C@@H](CN1C[C@H]([C@@H](C1)C)COC1=CC=C(C=C1)S(=O)(=O)C)O